C1(=CC=CC=C1)CCCCC(=O)O Phenyl-5-pentanoic acid